C12CN(CC2C1)CCNC(=O)C=1C=C(C(=NC1)C)NC(=O)C=1C=NN2C1SC(=C2)C=2C=NN1C2OCCC1 N-(5-((2-(3-azabicyclo[3.1.0]hexan-3-yl)ethyl)carbamoyl)-2-methylpyridin-3-yl)-2-(6,7-dihydro-5H-pyrazolo[5,1-b][1,3]oxazin-3-yl)pyrazolo[5,1-b]thiazole-7-carboxamide